2,3,5-Tripivaloyl-beta-D-ribose C(C(C)(C)C)(=O)[C@@]1([C@H](O)O[C@@H]([C@]1(O)C(C(C)(C)C)=O)C(O)C(C(C)(C)C)=O)O